ClC=1C(N(C(=CC1OC([2H])([2H])C1=C(C=C(C=C1)Cl)F)C)C1=CC(=NC=C1C)N1N=C(C=C1)C(C)(C)O)=O (S)-3-chloro-4-((4-chloro-2-fluorophenyl)methoxy-d2)-2'-(3-(2-hydroxypropan-2-yl)-1H-pyrazol-1-yl)-5',6-dimethyl-2H-[1,4'-bipyridin]-2-one